(24R)-alpha-ethylcholestanol C(C)C(C(C)CCC[C@@H](C)[C@H]1CC[C@H]2[C@@H]3CCC4CCCC[C@]4(C)[C@H]3CC[C@]12C)O